FCNCF Bis(fluoromethyl)amine